C(C)C1=C(C=CC(=C1)CN1CC2CCC(C1)N2S(=O)(=O)C)C2=C(C=C(C=C2)C(C(F)(F)F)(C(F)(F)F)O)F 2-(2'-ethyl-2-fluoro-4'-((8-(methylsulfonyl)-3,8-diazabicyclo[3.2.1]octan-3-yl)methyl)-[1,1'-biphenyl]-4-yl)-1,1,1,3,3,3-hexafluoropropan-2-ol